ClC1=C(C=CC(=C1)OCCCF)C=1N(C2=NC=NC(=C2N1)OC1(CC1)C)CC1=NC=CC(=C1)C 8-(2-chloro-4-(3-fluoropropoxy)phenyl)-6-(1-methylcyclopropoxy)-9-((4-methylpyridin-2-yl)methyl)-9H-purine